ClC1=C(C(=O)OC)C=CC(=C1)OC1=CC=C(C=C1)C(NC1=CC=C(C=C1)[C@@H]1CNCCO1)=O |r| (RS)-Methyl 2-chloro-4-(4-(4-(morpholin-2-yl)phenylcarbamoyl)phenoxy)benzoate